COC(=O)C1=CC=C2C(C(NC2=C1)=O)(C)C 3,3-Dimethyl-2-oxindole-6-carboxylic acid methyl ester